5-[2-(3,5-dimethyl-1H-pyrazol-4-yl)ethyl]-2-(2-methoxyphenyl)-3-methyl-pyrazolo[5,1-b]pyrimidin-7-ol CC1=NNC(=C1CCC=1C=C(N2C(N1)=C(C(=N2)C2=C(C=CC=C2)OC)C)O)C